oxooctane O=CCCCCCCC